NC=1C=2N(C=CN1)C(=NC2C2=CC=C(C1=CC=CC=C21)NC(=O)NC2=CC(=CC=C2)C(F)(F)F)C(C)C N-[4-[8-amino-3-(1-methylethyl)imidazo[1,5-a]pyrazin-1-yl]-1-naphthyl]-N'-[3-(trifluoromethyl)phenyl]urea